C1(CCC12CNCC2)OC2=NC=CC(=C2)C2=CC=C1C(=N2)N2C(=N1)CC[C@@H]2C2=CC=CC=C2 (8R)-2-(2-(6-azaspiro[3.4]oct-1-yloxy)pyridin-4-yl)-8-phenyl-7,8-dihydro-6H-pyrrolo[2',1':2,3]imidazo[4,5-b]pyridine